5-formyl-4-methyl-1-[(5-oxomorpholin-2-yl)methyl]-1H-indole-2-carbonitrile tert-butyl-3-(7,8-diamino-6-fluoro-4-oxo-4H-chromen-2-yl)pyrrolidine-1-carboxylate C(C)(C)(C)OC(=O)N1CC(CC1)C=1OC2=C(C(=C(C=C2C(C1)=O)F)N)N.C(=O)C=1C(=C2C=C(N(C2=CC1)CC1CNC(CO1)=O)C#N)C